OCCN1C(C(CC1)NC(=O)C1=C(OC2=C1C=C(C=C2)OCC=2C(=NC=CC2)C(F)(F)F)C)=O N-(1-(2-Hydroxyethyl)-2-Oxopyrrolidin-3-Yl)-2-Methyl-5-((2-(Trifluoromethyl)Pyridin-3-Yl)Methoxy)Benzofuran-3-Carboxamide